isopropyl 2-((5-acrylamido-4-((2-(dimethylamino)ethyl)(methyl)amino)-2-methoxyphenyl)amino)-4-(5,6-difluoro-3,3-dimethylindolin-1-yl)pyrimidine-5-carboxylate C(C=C)(=O)NC=1C(=CC(=C(C1)NC1=NC=C(C(=N1)N1CC(C2=CC(=C(C=C12)F)F)(C)C)C(=O)OC(C)C)OC)N(C)CCN(C)C